COC1=CC=C(CN(C2=NC3=CC=CC=C3C(=C2N)NCC2=CC=C(C=C2)CN2CCCC2)CC2=CC=C(C=C2)OC)C=C1 N2,N2-bis(4-methoxybenzyl)-N4-(4-(pyrrolidin-1-ylmethyl)benzyl)quinoline-2,3,4-triamine